(Z)-N'-hydroxy-3-phenylpropanamidine O\N=C(\CCC1=CC=CC=C1)/N